3-((1H-pyrrolo[2,3-b]pyridin-4-yl)methoxy)-5-(2,5-dimethyl-1,2,3,4-tetrahydroisoquinolin-7-yl)pyrazin-2-amine N1C=CC=2C1=NC=CC2COC=2C(=NC=C(N2)C2=CC(=C1CCN(CC1=C2)C)C)N